methyl (S)-2-((tert-butoxycarbonyl)amino)-3-cyclopentylpropanoate C(C)(C)(C)OC(=O)N[C@H](C(=O)OC)CC1CCCC1